4-bromoethyl-styrene BrCCC1=CC=C(C=C)C=C1